2-(cyclopropylmethyl)-4-(trifluoromethyl)aniline C1(CC1)CC1=C(N)C=CC(=C1)C(F)(F)F